(S)-8-(1-acetylpyrrolidin-3-yl)-6-(2-chlorophenyl)-2-((3-methyl-4-(4-methylpiperazin-1-yl)phenyl)amino)pyrido[2,3-d]pyrimidin-7(8H)-one C(C)(=O)N1C[C@H](CC1)N1C(C(=CC2=C1N=C(N=C2)NC2=CC(=C(C=C2)N2CCN(CC2)C)C)C2=C(C=CC=C2)Cl)=O